3H-[1,2,3]triazolo[4,5-b]pyridin-3-yl 4-(4-(((2-(2,6-dioxopiperidin-3-yl)-1,3-dioxoisoindolin-4-yl)amino)methyl)piperidin-1-yl)benzoate O=C1NC(CCC1N1C(C2=CC=CC(=C2C1=O)NCC1CCN(CC1)C1=CC=C(C(=O)ON2N=NC=3C2=NC=CC3)C=C1)=O)=O